C(#N)C=1C=CC(=NC1)C=1C=NC(=CC1NC1=NC(=CC=C1)C(C)(F)F)NC(C)=O N-(5-cyano-4'-((6-(1,1-difluoroethyl)pyridin-2-yl)amino)-[2,3'-bipyridin]-6'-yl)acetamide